FC1(CC[C@@H](N(C1)CC1=NC(=CC=C1C)NC1=NC=CC(=C1)OC(F)(F)F)CNC(C)=O)F (R)-N-((5,5-Difluoro-1-((3-methyl-6-((4-(trifluoromethoxy)pyridin-2-yl)amino)pyridine-2-yl)methyl)piperidin-2-yl)methyl)acetamide